3-dimethylsulfoniopropionate C[S+](CCC(=O)[O-])C